(2-amino-6-(3-fluoro-2-methylphenyl)imidazo[1,2-a]pyridin-3-yl)(1-methyl-1H-pyrazol-4-yl)methanone NC=1N=C2N(C=C(C=C2)C2=C(C(=CC=C2)F)C)C1C(=O)C=1C=NN(C1)C